BrC1=C(N=CS1)C=1SC(=NN1)N1C(=CC=C1C)C 2-(5-bromo-1,3-thiazol-4-yl)-5-(2,5-dimethylpyrrol-1-yl)-1,3,4-thiadiazole